CC=CCC=CC hepta-2,5-dien